1,2-dihydropyridine-4-sulfonamide N1CC=C(C=C1)S(=O)(=O)N